FC1=CC=C2CCCC(C2=C1)NC=1C2=C(N=CN1)C=CC=N2 N-(7-Fluoro-1,2,3,4-tetrahydronaphthalen-1-yl)pyrido[3,2-d]pyrimidin-4-amine